(S)-2-(1-(4-((1-(5-(3,5-difluorophenyl)-4,5-dihydro-1H-pyrazole-1-carbonyl)azetidin-3-yl)oxy)-5-fluoropyridin-2-yl)-3,5-dimethyl-1H-pyrazol-4-yl)-1-morpholinoethan-1-one FC=1C=C(C=C(C1)F)[C@@H]1CC=NN1C(=O)N1CC(C1)OC1=CC(=NC=C1F)N1N=C(C(=C1C)CC(=O)N1CCOCC1)C